C1(CC1)CN1C(=CC=2C1=NC(=CC2)C2=CC=1N(C=C2)C(=NN1)C)C1=NN2C(C(=CC(=C2)C=O)OC)=C1C (2-(1-(cyclopropylmethyl)-6-(3-methyl-[1,2,4]triazolo[4,3-a]pyridin-7-yl)-1H-pyrrolo[2,3-b]pyridin-2-yl)-4-methoxy-3-methylpyrazolo[1,5-a]pyridin-6-yl)methanone